4-chloro-N-[2-[(4-chlorophenyl)methyl]-3-oxo-1,2,4-thiadiazol-5-yl]benzamide sodium-titanium borate B([O-])([O-])[O-].[Ti+4].[Na+].ClC1=CC=C(C(=O)NC2=NC(N(S2)CC2=CC=C(C=C2)Cl)=O)C=C1